C(CCCCCCCCCCC)CCC(=S)OCC(COC(CCCCCCCCCCCCCC)=S)(COC(CCCCCCCCCCCCCC)=S)COC(CCCCCCCCCCCCCC)=S pentaerythritol tetrakis(beta-laurylthiopropionate)